CC1=CC=C(C(/C=C/C2=CC(=C(C=C2OC)O)Cl)=O)C=C1 (E)-4'-methyl-4-hydroxy-6-methoxy-3-chlorochalcone